6-(cyclobutylmethyl)-6H-thieno[2,3-b]Pyrrole-5-carbaldehyde C1(CCC1)CN1C2=C(C=C1C=O)C=CS2